NC=1C2=C(N=CN1)N(C(=C2C2=CC=C(C=C2)OC2=NC=CC(=N2)C)C2=CC=C(C=C2)C(C)(C)NC(C=C)=O)C N-(2-(4-(4-amino-7-methyl-5-(4-(4-methylpyrimidin-2-yloxy)phenyl)-7H-pyrrolo[2,3-d]pyrimidin-6-yl)phenyl)propan-2-yl)acrylamide